FC=1C=C(COC2=C(C=C(C=C2)N2C[C@@H](CC2)O)C(F)(F)F)C=CC1F (R)-1-(4-((3,4-difluorobenzyl)oxy)-3-(trifluoromethyl)phenyl)pyrrolidin-3-ol